vinyltriChlorosilane C(=C)[Si](Cl)(Cl)Cl